C(N)(=N)C1=CC=C(CNC(=O)C=2C=NN(C2COC)CC2=CC=C(C=C2)CCOC)C=C1 N-(4-carbamimidoylbenzyl)-1-(4-(2-methoxyethyl)benzyl)-5-(methoxymethyl)-1H-pyrazole-4-carboxamide